C[C@H]1O[C@H](CC(C1)NC1=NC=CC2=C1C(=NN2)C=2N=CN(C2)C(C)C)C N-((2R,4S,6S)-2,6-dimethyl-tetrahydro-2H-pyran-4-yl)-3-(1-isopropyl-1H-imidazol-4-yl)-1H-pyrazolo[4,3-c]pyridine-4-amine